C(=O)O.N1(CCC1)CC=1C=CC(=C(CNC2=CC(=C(C(=C2)F)S(=O)(=O)NC=2N=CSC2)F)C1)F 4-((5-(azetidin-1-ylmethyl)-2-fluorobenzyl)amino)-2,6-difluoro-N-(thiazol-4-yl)benzenesulfonamide formate